1,1,1,3,3,3-hexafluoropropan-2-yl (+)-1-((6-carbamoylpyridin-3-yl)carbamoyl)-6-azaspiro[2.5]octane-6-carboxylate C(N)(=O)C1=CC=C(C=N1)NC(=O)C1CC12CCN(CC2)C(=O)OC(C(F)(F)F)C(F)(F)F